N-(8-(3,3-dimethylcyclobutyl)-7H-purin-6-yl)-2-(3-fluoro-5-(1-(4-fluorophenyl)-1H-pyrazol-4-yl)phenyl)acetamide CC1(CC(C1)C1=NC2=NC=NC(=C2N1)NC(CC1=CC(=CC(=C1)C=1C=NN(C1)C1=CC=C(C=C1)F)F)=O)C